C1C2N(CCN1CC#CC1=NC=CC(=C1)N1C3CN(CC1CC3)C=3C=C(N=NC3N)C3=C(C=CC=C3)O)CCC2 2-[5-[8-[2-[3-(3,4,6,7,8,8a-hexahydro-1H-pyrrolo[1,2-a]pyrazin-2-yl)prop-1-ynyl]-4-pyridyl]-3,8-diazabicyclo[3.2.1]octan-3-yl]-6-amino-pyridazin-3-yl]phenol